(R)-5-(2-chloro-4-pyridyloxy)-15-methyl-11-thia-3,6,14,17-tetraazatetracyclo[8.8.0.02,7.012,18]octadeca-1,3,5,7,9,12(18)-hexaen-13-one ClC1=NC=CC(=C1)OC=1C=NC2=C3C=4NC[C@H](NC(C4SC3=CC=C2N1)=O)C